6-((dimethylamino)methyl)-5-(tetrahydro-2H-pyran-4-yl)pyridin-2-amine CN(C)CC1=C(C=CC(=N1)N)C1CCOCC1